ClC1=C(C(=O)O)C=CC(=C1OC1=CC(=CC(=C1)C(C)C)F)Cl 2,4-dichloro-3-(3-fluoro-5-isopropylphenoxy)benzoic Acid